N.[N] Nitrogen Ammonia